5-{7-[(2-cyclopropylethyl)amino]-1-fluoro-3-hydroxynaphthalen-2-yl}-1λ6,2,5-thiadiazolidine-1,1,3-trione C1(CC1)CCNC1=CC=C2C=C(C(=C(C2=C1)F)N1CC(NS1(=O)=O)=O)O